COC1=NC=C(C2=C1N=C(S2)[NH-])C2=C[C@H](CCC2)C [4-methoxy-7-((S)-3-methyl-cyclohex-1-enyl)-thiazolo[4,5-c]pyridin-2-yl]-amid